N1-(4-((4-(4,4-dimethylpiperidin-1-yl)phenyl)amino)benzyl)glutaramide CC1(CCN(CC1)C1=CC=C(C=C1)NC1=CC=C(CNC(CCCC(=O)N)=O)C=C1)C